C(C)(C)C1=CC=CC=C1 alpha-isopropylbenzene